4-(2,5-Diazabicyclo[2.2.2]octan-2-yl)-7-(8-ethynyl-7-fluoro-3-hydroxynaphthalen-1-yl)-2-(((S)-1-methylpyrrolidin-2-yl)methoxy)pyrimido[4,5-d]pyridazin-8(7H)-one C12N(CC(NC1)CC2)C2=NC(=NC=1C(N(N=CC12)C1=CC(=CC2=CC=C(C(=C12)C#C)F)O)=O)OC[C@H]1N(CCC1)C